C1(=CC=C(C=C1)CC(=O)C1=C(SC(=C1)C)C)C1=CC=CC=C1 2-([1,1'-biphenyl]-4-yl)-1-(2,5-dimethylthiophen-3-yl)ethan-1-one